C(C1=CC=CC=C1)OC1(CC1)C(=O)NC1=NC=C(C(=O)NC([2H])([2H])[2H])C(=C1)NC1=CC=CC=2C=3C(CN(C12)C)=CN(N3)C 6-(1-(benzyloxy)cyclopropane-1-carboxamido)-4-((2,5-dimethyl-4,5-dihydro-2H-pyrazolo[4,3-c]quinolin-6-yl)amino)-N-(methyl-d3)nicotinamide